C(C)OC1=NOC(=N1)N 3-ethoxy-5-amino-1H-1,2,4-oxadiazole